FC(OC[C@@]1(CN(CC1)CC=1C=NC=CC1)CCC=1SC=CC1)F (S)-3-((3-((difluoromethoxy)methyl)-3-(2-(thiophen-2-yl)ethyl)pyrrolidin-1-yl)methyl)pyridine